5-Benzyl-N-(3,4-dimethyl-5-oxo-5,6,7,8-tetrahydro-4H-pyrazolo[1,5-a][1,3]diazepin-6-yl)-4H-1,2,4-triazol-3-carboxamid C(C1=CC=CC=C1)C=1NC(=NN1)C(=O)NC1C(N(C=2N(CC1)N=CC2C)C)=O